COC=1C=C(C=CC1OC)/C=C/C(=O)C1=C(C=C(C=C1OC)F)O (E)-3-(3,4-dimethoxyphenyl)-1-(4-fluoro-2-hydroxy-6-methoxyphenyl)prop-2-en-1-one